C(C)(C)OC(=O)C1C2C=CC(C1)C2.C=2NN=CC=1C2C=CC1 cyclopenta[d]pyridazine ISOPROPYLBICYCLO[2.2.1]HEPT-5-ENE-2-CARBOXYLATE